C(C1=CC=CC=C1)OC=1C=C(C=CC1F)NC1=C2C=C(NC2=CC(=C1)NC(C)=O)C(=O)OCC Ethyl 4-((3-benzyloxy-4-fluorophenyl) amino)-6-acetylamino-1H-indole-2-carboxylate